Tert-butyl 3-(4-(2-(2,6-dioxopiperidin-3-yl)-3-oxoisoindolin-5-yl)piperidin-1-yl)propanoate O=C1NC(CCC1N1CC2=CC=C(C=C2C1=O)C1CCN(CC1)CCC(=O)OC(C)(C)C)=O